2,2'-tetramethylenebis(4,4'-dimethyl-2-oxazoline) CC1(N=C(OC1)CCCCC=1OCC(N1)(C)C)C